5-[2-methyl-5-(1H-tetrazol-5-yl)phenyl]-1H-naphtho[1,2-b][1,4]diazepine-2,4(3H,5H)-Dione sodium salt [Na].CC1=C(C=C(C=C1)C1=NN=NN1)N1C2=C(NC(CC1=O)=O)C1=CC=CC=C1C=C2